NC1=C2C(=NC=N1)N(N=C2C2=CC=C(C=C2)OC2=CC=CC=C2)C2CCN(CC2)C(CCCCSC=2C(=C1C(N(C(C1=CC2)=O)C2C(NC(CC2)=O)=O)=O)F)=O 5-((5-(4-(4-amino-3-(4-phenoxyphenyl)-1H-pyrazolo[3,4-d]pyrimidin-1-yl)piperidin-1-yl)-5-oxopentyl)thio)-2-(2,6-dioxopiperidin-3-yl)-4-fluoroisoindoline-1,3-dione